N[C@@H](C(C)(O)C)C1=CC=C(C=C1)OCC(CCC)C (1R)-1-amino-2-methyl-1-(4-((2-methylpentyl)oxy)phenyl)propan-2-ol